adenosine 5'-tetraphosphate P(O)(=O)(OP(=O)(O)OP(=O)(O)OP(=O)(O)O)OC[C@@H]1[C@H]([C@H]([C@@H](O1)N1C=NC=2C(N)=NC=NC12)O)O